C(C)(=O)[O-].C(C)(=O)[O-].[Pd+2].C1(=CC=CC=C1)P(C1=CC=CC=C1)C1=CC=CC=C1.C1(=CC=CC=C1)P(C1=CC=CC=C1)C1=CC=CC=C1 bis(triphenylphosphine) palladium(II) diacetate